C(C1=CC=CC=C1)NC(N(C1=NC=C(N=C1)C=1C=NC=CC1)[C@@H]1CC[C@H](CC1)NC1=NC=C(C=C1)C#N)=O 3-benzyl-1-(trans-4-((5-cyanopyridin-2-yl)amino)cyclohexyl)-1-(5-(pyridin-3-yl)-pyrazin-2-yl)urea